COC=1C=C(C=CC1)SC1=CNC2=NC(=CC=C21)NC=2C(=CC=CC2)N N1-(3-((3-methoxyphenyl)thio)-1H-pyrrolo[2,3-b]pyridin-6-yl)benzene-1,2-diamine